BrC=1C(=C(C=CC1)SSC1=C(C(=CC=C1)Br)Br)Br Dibromophenyl Disulfide